tris(4,4-bis(mercaptomethylthio)-1,3-dithiabutyl)methane SCSC(SCSC(SCSC(SCS)SCS)SCSC(SCS)SCS)SCS